O=C1CCC(C12CCN(CC2)C2=C(C=O)C=CC=C2)=O 2-(1,4-dioxo-8-azaspiro[4.5]decane-8-yl)benzaldehyde